OCCC=1C=CC(=C(C1)NC(CCC)=O)C N-(5-(2-hydroxyethyl)-2-Methylphenyl)butanamide